6-(2-hydroxy-2-methylpropyloxy)-4-(6-(6-(6-methoxynicotinyl)-3,6-diazabicyclo[3.1.1]heptan-3-yl)pyridin-3-yl)pyrazolo[1,5-a]pyridine-3-carbonitrile OC(COC=1C=C(C=2N(C1)N=CC2C#N)C=2C=NC(=CC2)N2CC1N(C(C2)C1)CC1=CN=C(C=C1)OC)(C)C